7-benzyloxy-6-methoxy-N-(4-methoxyphenyl)-4-trifluoromethylquinazolin-2-amine C(C1=CC=CC=C1)OC1=C(C=C2C(=NC(=NC2=C1)NC1=CC=C(C=C1)OC)C(F)(F)F)OC